N-[3-[1-[4-Oxo-6-(1H-pyrazol-4-yl)quinazolin-3-yl]ethyl]phenyl]methanesulfonamide O=C1N(C=NC2=CC=C(C=C12)C=1C=NNC1)C(C)C=1C=C(C=CC1)NS(=O)(=O)C